CN1N=NC=2C1=NC=C(C2)C2=CC=C1C(=N2)SC(=C1)C1(CC(C1)C(F)(F)F)O 1-(6-(3-methyl-3H-[1,2,3]triazolo[4,5-b]pyridin-6-yl)thieno[2,3-b]pyridin-2-yl)-3-(trifluoromethyl)cyclobutan-1-ol